3-(cyclopentylsulfamoyl)-4-fluoro-benzoic acid C1(CCCC1)NS(=O)(=O)C=1C=C(C(=O)O)C=CC1F